COC(C1=C(C(=CC(=C1)N1C=NC(=C1)NC1=NC(=NN2C1=CC=C2)Cl)OC)OC)=O 5-(4-((2-chloropyrrolo[2,1-f][1,2,4]triazin-4-yl)amino)-1H-imidazol-1-yl)-2,3-dimethoxybenzoic acid methyl ester